ClC=1N=C(C=2C(N1)=CN(N2)C)Cl 5,7-dichloro-2-methyl-2H-pyrazolo[4,3-d]pyrimidine